C(#N)/C=C/C1=CC(=C(OC2=NC(=NC=C2)NC=2C=CC(=C(C#N)C2)N2CCN(CC2)S(=O)(=O)CC)C(=C1)C)C (E)-5-((4-(4-(2-cyanovinyl)-2,6-dimethylphenoxy)pyrimidin-2-yl)amino)-2-(4-(ethylsulfonyl)piperazin-1-yl)benzonitrile